CC=1OC(=CC1C(=O)NC1=NC(=NS1)CCl)C1=CC(=CC=C1)C(F)(F)F 2-methyl-5-(3-(trifluoromethyl)phenyl)-N-(3-(chloromethyl)-1,2,4-thiadiazol-5-yl)furan-3-Formamide